N1(C=NC=C1)CCC[C@@H]1COC=2C(=C(C=C3C(=NC(N1C23)=O)N2[C@H](CN([C@@H](C2)C)C(C=C)=O)C)Cl)C2=C(C=C(C=C2)F)F (3R)-3-(3-(1H-imidazol-1-yl)propyl)-7-((2S,5R)-4-acryloyl-2,5-dimethylpiperazin-1-yl)-9-chloro-10-(2,4-difluorophenyl)-2,3-dihydro-5H-[1,4]oxazino[2,3,4-ij]quinazolin-5-one